tert-butyl ((1H-indol-7-yl)methyl)(1-cyclohexylpropan-2-yl)carbamate N1C=CC2=CC=CC(=C12)CN(C(OC(C)(C)C)=O)C(CC1CCCCC1)C